C(#N)N1CC(CC1)C(=O)NC1=NC=CC=C1 1-cyano-N-(pyridin-2-yl)pyrrolidine-3-carboxamide